C(#N)[C@H](CC1=CC=CC=C1)NC(=O)[C@H]1OCCCNC1 (2S)-N-[(1S)-1-cyano-2-phenylethyl]-1,4-oxaazepane-2-carboxamide